1-(sec-butyl)-N-((4,6-dimethyl-2-oxo-1,2-dihydropyridin-3-yl)methyl)-6-(6-methyl-7-oxo-6,7-dihydro-1H-pyrrolo[2,3-C]pyridin-4-yl)-1H-indole-4-carboxamide C(C)(CC)N1C=CC=2C(=CC(=CC12)C=1C2=C(C(N(C1)C)=O)NC=C2)C(=O)NCC=2C(NC(=CC2C)C)=O